1,2-bismaleimidyl-benzene C1(C=CC(N1C1=C(C=CC=C1)N1C(C=CC1=O)=O)=O)=O